C(C)C1=C(C(=C(C=C1)O)OCCCCCC)CC di-ethylhexyl-oxyphenol